CC(CN1CCNCC1)O 1-methyl-2-piperazino-1-ethanol